N-(3-chloro-5-(methylsulfonamido)phenyl)-1-(3-(difluoro(phenyl)methoxy)pyridin-2-yl)-1H-pyrazole-4-carboxamide ClC=1C=C(C=C(C1)NS(=O)(=O)C)NC(=O)C=1C=NN(C1)C1=NC=CC=C1OC(C1=CC=CC=C1)(F)F